C(C)(=O)N1C2(CN(C2)CC2=C(C(=NC=C2)C=2C=C3CN(C(C3=CC2)=O)C2C(NC(CC2)=O)=O)F)CCCC1 3-(5-(4-((5-acetyl-2,5-diazaspiro[3.5]nonan-2-yl)methyl)-3-fluoropyridin-2-yl)-1-oxoisoindolin-2-yl)piperidine-2,6-dione